o1-methyl-4-deoxy-4-thio-alpha-d-glucose CO[C@@H]1[C@@H]([C@H]([C@@H]([C@H](O1)CO)S)O)O